ClC1=CC=C(C=C1)C1=NC(C=2C(C3=C1C=C(C=C3)OC)=CN(C(C2)=O)C(C)C)CC(=O)OCC Ethyl 2-(7-(4-chlorophenyl)-2-isopropyl-9-methoxy-3-oxo-3,5-dihydro-2H-benzo[c]pyrido[3,4-e]azepin-5-yl)acetate